2-((3-((4-chlorophenyl)sulfonylamino)-1-hydroxy-9,10-dioxo-9,10-dihydroanthracen-2-yl)oxy)acetic acid ClC1=CC=C(C=C1)S(=O)(=O)NC=1C(=C(C=2C(C3=CC=CC=C3C(C2C1)=O)=O)O)OCC(=O)O